FC=1C=C(C#N)C(=CC1)F 3,6-difluorobenzonitrile